NC(CC[C@H]1C(N(CC2N(O[C@@H](C(N21)=O)C)C(=O)NCC2=CC=NC=C2)CC2=CC=NC=C2)=O)=O (3R,6S)-6-(3-amino-3-oxopropyl)-3-methyl-4,7-dioxo-N,8-bis(pyridin-4-ylmethyl)hexahydropyrazino[2,1-c][1,2,4]oxadiazine-1(6H)-carboxamide